monocyclononyl-trimethyl-ammonium phosphate P(=O)([O-])([O-])[O-].C1(CCCCCCCC1)[N+](C)(C)C.C1(CCCCCCCC1)[N+](C)(C)C.C1(CCCCCCCC1)[N+](C)(C)C